BrC1=CC(=NC(=C1)C(F)F)O 4-bromo-6-(difluoromethyl)pyridin-2-ol